C1OC(OCC12COC(OC2)=O)=O 2,4,8,10-tetraoxaspiro[5.5]-undecane-3,9-dione